(chloro)-dimethylsilane Cl[SiH](C)C